4-((R)-1-cyclopropylethylamino)-2-((1r,4R)-4-methoxycyclohexylamino)pyrimidine-5-carboxamide C1(CC1)[C@@H](C)NC1=NC(=NC=C1C(=O)N)NC1CCC(CC1)OC